NC1=CC=C(C=C1)C1CCC(CC1)NC(OC(C)(C)C)=O tert-butyl (4-(4-aminophenyl)cyclohexyl)carbamate